1-phenyl-2-hydroxy-2-methylpropan C1(=CC=CC=C1)CC(C)(C)O